N-((2R)-3-cyclohexyl-1-((2,6-piperidinedione-3-yl)amino)-1-oxopropan-2-yl)nonanamide C1(CCCCC1)C[C@H](C(=O)NC1C(NC(CC1)=O)=O)NC(CCCCCCCC)=O